(5-((6,7-dimethoxyquinazolin-4-yl)thio)pentyl)phosphonic acid COC=1C=C2C(=NC=NC2=CC1OC)SCCCCCP(O)(O)=O